(R)-3-methyl-4-(1-(methylsulfonyl)-7-(1H-pyrazol-3-yl)-2,3,4,7-tetrahydro-1H-pyrazolo[3,4-H][1,6]naphthyridin-5-yl)morpholine trifluoroacetate FC(C(=O)O)(F)F.C[C@H]1N(CCOC1)C1=C2CCCN(C2=C2C(=N1)N(N=C2)C2=NNC=C2)S(=O)(=O)C